6,6,9-trimethyl-3-propyl-6H-benzo[c]chromen-1-ol CC1(OC=2C=C(C=C(C2C2=C1C=CC(=C2)C)O)CCC)C